CC1=NOC(=C1C)C1=CC=C(S1)S(=O)(=O)N1CCN(CC1)C[C@H](C)N1CN=C(C2=CC=CC(=C12)CN(C)C)N [(2S)-1-(4-{[5-(3,4-dimethyl-1,2-oxazol-5-yl)thiophen-2-yl]sulfonyl}piperazin-1-yl)propan-2-yl]-8-[(dimethylamino)methyl]-1,2-dihydroquinazolin-4-amine